C(C)(C)N(C(CC1=CC(=C(C=C1)C1=CN=C(S1)[C@@H]1CC[C@H](CC1)NC(OC(C)C)=O)S(NCC)(=O)=O)=O)C isopropyl trans-N-[4-[5-[4-[2-(isopropyl(methyl)amino)-2-oxo-ethyl]-2-(ethyl-sulfamoyl)phenyl]thiazol-2-yl]cyclohexyl]carbamate